[3-(5-bromo-1H-pyrazolo[3,4-b]pyridine-3-carbonyl)-2,6-difluorophenyl]propane-1-sulfonamide BrC=1C=C2C(=NC1)NN=C2C(=O)C=2C(=C(C(=CC2)F)C(CC)S(=O)(=O)N)F